tert-butyl 2-(3,5-di-tert-butylphenyl)-1H-pyrrole-1-carboxylate C(C)(C)(C)C=1C=C(C=C(C1)C(C)(C)C)C=1N(C=CC1)C(=O)OC(C)(C)C